N-[4-(5-cyclopropyl-4-oxo-4,5,6,7-tetrahydro-1H-pyrrolo[3,2-c]pyridin-2-yl)pyridin-2-yl]-4,4-difluoro-2-(4-fluorophenyl)butanamide C1(CC1)N1C(C2=C(CC1)NC(=C2)C2=CC(=NC=C2)NC(C(CC(F)F)C2=CC=C(C=C2)F)=O)=O